COC(OC)[SiH2]C1=C(C=CC=C1)C(=C)C dimethoxymethyl-(2-isopropenylphenyl)silane